Triethylamine Hydrobromide Br.C(C)N(CC)CC